C(C)(C)(C)OC(=O)N1CCC(=CC1)C1=C(C(=CC=C1)OCC(=C=O)C1=C(C=C(C=C1)Cl)F)[N+](=O)[O-] 4-(3-(2-(4-chloro-2-fluorophenyl)-2-carbonylethoxy)-2-nitrophenyl)-3,6-dihydropyridine-1(2H)-carboxylic acid tert-butyl ester